2-ethyl-9,10-bis(ethoxycarbonyleicosyleneoxy)anthracene C(C)C1=CC2=C(C3=CC=CC=C3C(=C2C=C1)OCCCCCCCCCCCCCCCCCCCCC(=O)OCC)OCCCCCCCCCCCCCCCCCCCCC(=O)OCC